6-[2,6-difluoro-4-(2-isopropylthio-3-pyridinyl)phenyl]-6-azaspiro[2.5]-2-Octanoic acid FC1=C(C(=CC(=C1)C=1C(=NC=CC1)SC(C)C)F)N1CCC2(C(C2)C(=O)O)CC1